N-(4-{2-[3-fluoro-2-(trifluoromethyl)phenyl]acetamido}pyridin-2-yl)acetamide FC=1C(=C(C=CC1)CC(=O)NC1=CC(=NC=C1)NC(C)=O)C(F)(F)F